C(\C=C/C(=O)O)(=O)O.ClC=1C=CC2=C(N(C3=C(CC2)C=CC=C3)CCCCNC/C=C/C(=O)OC)C1 methyl (E)-4-[4-(3-chloro-10,11-dihydro-5H-dibenzo[b,f]azepin-5-yl)butylamino]but-2-enoate maleate